FC1=C(C=C2CN(C(C2=C1)=O)C1C(NC(CC1)=O)=O)C1=CC=CC=C1 3-(6-fluoro-1-oxo-5-phenylisoindolin-2-yl)piperidine-2,6-dione